N-(1-(2-ethoxyethyl)-3-(pyridin-2-yl)-1H-pyrazol-4-yl)-2-(3-methyl-1H-pyrazol-4-yl)thiazole-4-carboxamide, Formic Acid Salt C(=O)O.C(C)OCCN1N=C(C(=C1)NC(=O)C=1N=C(SC1)C=1C(=NNC1)C)C1=NC=CC=C1